benzyl N-[(1S)-1-(dicyclopropylmethyl)-2-[[1-[1-(5-fluoro-2-methoxy-3-pyridyl)-2-triisopropylsilyloxy-ethyl]pyrazol-4-yl]amino]-2-oxo-ethyl]carbamate C1(CC1)C([C@@H](C(=O)NC=1C=NN(C1)C(CO[Si](C(C)C)(C(C)C)C(C)C)C=1C(=NC=C(C1)F)OC)NC(OCC1=CC=CC=C1)=O)C1CC1